6-(3-(4-chlorobenzyl)ureido)-N-methyl-N-(tetrahydrofuran-3-yl)spiro[3.3]heptane-2-carboxamide ClC1=CC=C(CNC(NC2CC3(CC(C3)C(=O)N(C3COCC3)C)C2)=O)C=C1